C(C(C)(C)C)(=O)OC1=CC=2CCC(=CC2C=C1)C1=C(C=C(C=C1)OC)N 6-(2-amino-4-methoxyphenyl)-7,8-dihydronaphthalene-2-yl pivalate